tert-butyl (R)-4-amino-3,3-dimethylpiperidine-1-carboxylate N[C@H]1C(CN(CC1)C(=O)OC(C)(C)C)(C)C